C(C)(C)C1=C(C(=CC(=C1)C(C)C)C(C)C)C1=C(C(=CC=C1)[2H])[2H] 2',4',6'-triisopropylbiphenyl-d2